N-(i-Propyl)-maleamid C(C)(C)NC(\C=C/C(=O)N)=O